N1(CCOCC1)CCCS(=O)(=O)O 3-[N-morpholinyl]-propanesulfonic acid